OC=1C(=NC=CC1)C1=NC=CC=C1O 2-(3-hydroxypyridin-2-yl)pyridin-3-ol